N1(N=NC2=C1C=CC=C2)OC2=NC=NC1=CC=C(C(=C21)Cl)N 4-((1H-benzo[d][1,2,3]triazol-1-yl)oxy)-5-chloroquinazolin-6-amine